(2s,3R)-2-(4-(cyclopentylamino)phenyl)-1-(2-fluoro-6-methylbenzoyl)-N-(4-(hydroxymethyl)-3-(trifluoromethyl)phenyl)-1,2,3,4-tetrahydroquinoline-3-carboxamide C1(CCCC1)NC1=CC=C(C=C1)[C@H]1N(C2=CC=CC=C2C[C@H]1C(=O)NC1=CC(=C(C=C1)CO)C(F)(F)F)C(C1=C(C=CC=C1C)F)=O